O=S1(CCN(CC1)CC=1N=NN(C1)CCOCCOCCNC(C(=C)C)=O)=O N-(2-(2-(2-(4-((1,1-dioxidothiomorpholino)methyl)-1H-1,2,3-triazol-1-yl)ethoxy)ethoxy)ethyl)-methacrylamide